CN1N=CC=C1C=1C=2N(N=C(C1)N1CC3CCC(C1)O3)C=NC2 3-[4-(1-methyl-1H-pyrazol-5-yl)imidazo[1,5-b]pyridazin-2-yl]-8-oxa-3-azabicyclo[3.2.1]octane